[C@@H]1(C[C@H](O)[C@@H](CO)O1)N1C=CC=2C(=O)NC(N)=NC12 7-deaza-2'-deoxyguanosine